N-{2-fluoro-3-[6-oxo-4-(trifluoromethyl)-1,6-dihydropyrimidin-2-yl]-4-(trifluoromethyl)benzyl}-4-(pyridazin-3-yl)benzamide FC1=C(CNC(C2=CC=C(C=C2)C=2N=NC=CC2)=O)C=CC(=C1C=1NC(C=C(N1)C(F)(F)F)=O)C(F)(F)F